4-(6-(4-(2-(2-Aminopyridin-3-yl)-5-phenyl-3H-imidazo[4,5-b]pyridin-3-yl)benzyl)-2,6-diazaspiro[3.3]heptan-2-yl)-2-hydroxybenzaldehyde NC1=NC=CC=C1C1=NC=2C(=NC(=CC2)C2=CC=CC=C2)N1C1=CC=C(CN2CC3(CN(C3)C3=CC(=C(C=O)C=C3)O)C2)C=C1